3-(5-((4-((4-(4-chlorophenyl)-6,6-dimethyl-5,6-dihydro-2H-pyran-3-yl)methyl)piperazin-1-yl)methyl)-1-oxoisoindolin-2-yl)piperidine-2,6-dione ClC1=CC=C(C=C1)C1=C(COC(C1)(C)C)CN1CCN(CC1)CC=1C=C2CN(C(C2=CC1)=O)C1C(NC(CC1)=O)=O